(4-hydroxyphenyl)(methyl)(naphthalene-1-ylmethyl)sulfonium hexafluoroantimonate F[Sb-](F)(F)(F)(F)F.OC1=CC=C(C=C1)[S+](CC1=CC=CC2=CC=CC=C12)C